C1(CC1)N1CCN(CC1)C(=O)C=1C=CC(=NC1)NC=1C(=NN(C1)C1=C(C=CC=C1Cl)Cl)C(=O)N 4-((5-(4-cyclopropylpiperazine-1-carbonyl)pyridin-2-yl)amino)-1-(2,6-dichlorophenyl)-1H-pyrazole-3-carboxamide